NC1=CC(C(NC1=NC=1C(=NN2C1C=CC=C2)NCCCN(C)C)=NC=2C(=NN1C2C=CC=C1)NCCCN(C)C)=N N3,N3'-(5-Amino-3-iminopyridin-2,6(1H,3H)-diyliden)bis{N2-[3-(dimethylamino)propyl]pyrazolo-[1,5-a]pyridin-2,3-diamin}